[NH4+].S(=O)(=O)(O)C(C(=O)OC(CCCCCCCCCCC)=O)CC(=O)[O-] lauroyl sulfosuccinate ammonium